2-(6-((2S,6R)-2-(1-cyclopropyl-1H-pyrazol-4-yl)-6-methylmorpholino)-2,3-dimethyl-4-oxo-3,4-dihydropyrido[3,4-d]pyrimidin-8-yl)-5-(trifluoromethyl)benzonitrile C1(CC1)N1N=CC(=C1)[C@@H]1O[C@@H](CN(C1)C1=CC2=C(N=C(N(C2=O)C)C)C(=N1)C1=C(C#N)C=C(C=C1)C(F)(F)F)C